OC1=C(C=CC=C1)C=1C=C2C(=NN1)NCC1N2CCN(C1)CC1CCN(CC1)C(=O)OC(C)(C)C tert-butyl 4-((2-(2-hydroxyphenyl)-5,6,6a,7,9,10-hexahydro-8H-pyrazino[1',2':4,5]pyrazino[2,3-c]pyridazin-8-yl)methyl)piperidine-1-carboxylate